OC12CC(NC3=NC(=CC=C13)Br)C2 4-hydroxyl-7-bromo-1,2,3,4-tetrahydro-2,4-methylene-1,8-naphthyridine